1,4-bis(i-pentyloxy)naphthalene C(CC(C)C)OC1=CC=C(C2=CC=CC=C12)OCCC(C)C